FC=1C=CC=C2C=3C(=CC=C(C[C@]4(C[C@H](CC4)NS(=O)(=O)C)C=4ON=C(COC12)N4)C3)F N-[(1'S,14R)-6,19-difluorospiro[8,12-dioxa-11,21-diazatetracyclo[14.3.1.110,13.02,7]henicosa-1(20),2,4,6,10,13(21),16,18-octaene-14,3'-cyclopentane]-1'-yl]methanesulfonamide